C(C)(CC)N mono-sec-butyl-amine